N1C(C=C(C=C1)[2H])=O pyridin-2(1H)-one-4-d